OCC1CCC(CC1)N1N=C2C=C(C(=CC2=C1)NC(=O)C1=NC(=CC=C1)C(F)(F)F)SC N-[2-[4-(hydroxymethyl)cyclohexyl]-6-methylsulfanyl-indazol-5-yl]-6-(trifluoromethyl)pyridine-2-carboxamide